(1r,3r)-3-fluorocyclobutyl trifluoromethanesulfonate FC(S(=O)(=O)OC1CC(C1)F)(F)F